2-((2R,5S)-5-methyl-2-(2-(2-(pyrrolidin-1-yl)ethyl)benzo[d]thiazol-5-yl)piperidin-1-yl)-2-oxo-N-(1H-pyrazolo[4,3-c]pyridin-7-yl)acetamide C[C@H]1CC[C@@H](N(C1)C(C(=O)NC=1C2=C(C=NC1)C=NN2)=O)C=2C=CC1=C(N=C(S1)CCN1CCCC1)C2